Acetic acid 6-hexyl-3-(4-methyl-thiazol-2-yl)-2-oxo-2H-chromen-7-yl ester C(CCCCC)C=1C=C2C=C(C(OC2=CC1OC(C)=O)=O)C=1SC=C(N1)C